(2S)-1-(2,2-Dideuterio-1,3-benzodioxol-5-yl)-N-(1,1-dideuterioethyl)propan-2-amine hydrochloride Cl.[2H]C1(OC2=C(O1)C=CC(=C2)C[C@H](C)NC(C)([2H])[2H])[2H]